[Se]1C=CC2=C1NC1=CC=CC=C21 8H-selenopheno[2,3-b]Indole